N-(1-(6-((R)-3-((cyclobutylmethyl)amino)piperidin-1-yl)pyridazin-3-yl)ethyl)-4-oxo-4H-pyrido[1,2-a]pyrimidine-2-carbothioamide C1(CCC1)CN[C@H]1CN(CCC1)C1=CC=C(N=N1)C(C)NC(=S)C=1N=C2N(C(C1)=O)C=CC=C2